2,6-dihydroxy-N,5'-dimethyl-4-pentyl-2'-(prop-1-en-2-yl)-N-(pyridin-3-ylmethyl)-1',2',3',4'-tetrahydro-[1,1'-biphenyl]-3-carboxamide OC1=C(C(=CC(=C1C(=O)N(CC=1C=NC=CC1)C)CCCCC)O)C1C(CCC(=C1)C)C(=C)C